NC=1C(=NC2=CC(=CC(=C2C1)Cl)Cl)C(=O)O amino-5,7-dichloro-2-carboxy-quinoline